C(C1=CC=CC=C1)OC1CC(C1)C(=O)NC1=C(C=NN1C(C)C)C(=O)N 5-(3-(benzyloxy)cyclobutanecarboxamido)-1-isopropyl-1H-pyrazole-4-carboxamide